FC=1C=C2C(=CNC2=CC1)CCC1N(CCC2=CC(=C(C=C12)OC)OC)CC1CCOCC1 (2-(5-fluoro-1H-indol-3-yl)ethyl)-6,7-dimethoxy-2-((tetrahydro-2H-pyran-4-yl)methyl)-1,2,3,4-tetrahydroisoquinoline